C(N)(=O)C=1C(=NNC1NC1=CC(=NC=C1)OC)C1=CC=C(C=C1)NC(=O)N1CC2=CC=CC=C2C1 N-(4-(4-carbamoyl-5-((2-methoxypyridin-4-yl)amino)-1H-pyrazol-3-yl)phenyl)isoindoline-2-carboxamide